1-Methyl-4-{4-[(2R)-2-methyl-2,3-dihydro-1-benzofuran-5-yl]piperidin-1-yl}-2-oxo-1,2-dihydroquinoline-3-carbonitrile CN1C(C(=C(C2=CC=CC=C12)N1CCC(CC1)C=1C=CC2=C(C[C@H](O2)C)C1)C#N)=O